(7R,14R)-1-(difluoromethoxy)-11-[6-(piperazin-1-yl)pyridin-3-yl]-6,7-dihydro-7,14-methanobenzimidazo[1,2-b][2,5]benzodiazocin-5(14H)-one FC(OC1=CC=CC=2C(N[C@H]3C=4N([C@@H](C21)C3)C3=C(N4)C=CC(=C3)C=3C=NC(=CC3)N3CCNCC3)=O)F